CC(C#C)(CCCC(CCCC(CCCC(C)C)C)C)O 3,7,11,15-tetramethylhexadec-1-yn-3-ol